C1=NC=C(C2=CC=CC=C12)N1C(N(C[C@H]1C#N)C=1C=NC(=NC1)C)=O (S)-3-(isoquinolin-4-yl)-1-(2-methylpyrimidin-5-yl)-2-oxoimidazoline-4-carbonitrile